ClC=1C=NN2C=3C=C(N=CC3NC(=NC12)C1=C(C=CC=C1F)F)N1[C@H]2CO[C@@H](C1)C2 (1R,4R)-5-[5-chloro-8-(2,6-difluorophenyl)-2,3,7,9,12-pentazatricyclo[8.4.0.02,6]tetradeca-1(10),3,5,7,11,13-hexaen-13-yl]-2-oxa-5-azabicyclo[2.2.1]heptane